(2-ethoxy-4-fluorophenyl){6-[5-(5-fluoro-2-tolyl)-3-methyl-1-pyrazolyl]-2-aza-2-spiro[3.3]heptyl}methanone C(C)OC1=C(C=CC(=C1)F)C(=O)N1CC2(C1)CC(C2)N2N=C(C=C2C2=C(C=C(C=C2)F)C)C